COC1=CC=CC=2OCC(C21)=O 4-methoxybenzo[B]furan-3(2h)-one